[Si](F)(F)(F)F.[Ga] gallium silicon fluoride